(2E)-N-[2-(1H-imidazol-4-yl)ethyl]-3-(thiophen-2-yl)prop-2-enamide N1C=NC(=C1)CCNC(\C=C\C=1SC=CC1)=O